C(C)(C)(C)N(C(C)(C)C)C(C)(C)C Tri-tert-butylamin